(3R,7S)-2-(4-Chloro-3-(trifluoromethyl)benzoyl)-9-(4-(difluoromethoxy)benzyl)-N,3-dimethyl-10-oxo-1,2,3,4,7,8,9,10-octahydropyrido[4',3':3,4]pyrazolo[1,5-a]pyrazine-7-carboxamide ClC1=C(C=C(C(=O)N2CC=3C(=NN4C3C(N(C[C@H]4C(=O)NC)CC4=CC=C(C=C4)OC(F)F)=O)C[C@H]2C)C=C1)C(F)(F)F